(1aR,5aR)-2-(4-Cyano-pyridin-2-yl)-1a,2,5,5a-tetrahydro-1H-2,3-diaza-cyclopropa[a]pentalene C(#N)C1=CC(=NC=C1)N1N=CC=2C[C@@H]3[C@H](C12)C3